N-benzyl-2-(2-cyano-4-methoxy-phenyl)-7-(3,4-dichlorobenzoyl)-3-oxo-6,8-dihydro-5H-imidazo[1,5-a]pyrazine-1-carboxamide C(C1=CC=CC=C1)NC(=O)C=1N(C(N2C1CN(CC2)C(C2=CC(=C(C=C2)Cl)Cl)=O)=O)C2=C(C=C(C=C2)OC)C#N